COC(/C=C/C1=CC=C(C=C1)CC(=O)O)=O (E)-2-(4-(3-methoxy-3-oxoprop-1-en-1-yl)phenyl)acetic acid